N-(2,3-difluorobenzoyl)-O-(3-(2-(5,6,7,8-tetrahydro-1,8-naphthyridin-2-yl)ethyl)cyclobutyl)homoserine FC1=C(C(=O)N[C@@H](CCOC2CC(C2)CCC2=NC=3NCCCC3C=C2)C(=O)O)C=CC=C1F